C(C)(C)(C)C1=C(C=C(O)C=C1)O 4-tertiary butyl-resorcinol